ClC=1C=NN(C(C1Cl)=O)CC(=O)NC1=CC(=C(C=C1)C)S(NCCC=1SC=CC1)(=O)=O 2-(4,5-dichloro-6-oxo-pyridazin-1-yl)-N-[4-methyl-3-[2-(2-thienyl)ethylsulfamoyl]phenyl]acetamide